1-(4-bromophenyl)-5-methoxy-3-(trifluoromethyl)-1H-pyrazole BrC1=CC=C(C=C1)N1N=C(C=C1OC)C(F)(F)F